2-{(2,6-bis(2,6-dimethylphenyl) phenyl)-phenylphosphino}-benzenesulfonate CC1=C(C(=CC=C1)C)C1=C(C(=CC=C1)C1=C(C=CC=C1C)C)P(C1=C(C=CC=C1)S(=O)(=O)[O-])C1=CC=CC=C1